CN(CCC1C(CCCC1)(C(=O)N)NC(CCCC1=CC=C(C=C1)CC1=C(C=CC(=C1)[C@]12[C@@H]([C@H]([C@@H]([C@](CO1)(O2)C)O)O)O)C)=O)C (2-dimethylaminoethyl)-1-[4-[4-[[2-methyl-5-[(1S,2S,3S,4R,5S)-2,3,4-trihydroxy-1-methyl-6,8-dioxabicyclo[3.2.1]octan-5-yl]phenyl]methyl]phenyl]butanamido]cyclohexanecarboxamide